tert-Butyl 4-(4-((4-(1-ethyl-3-(pyridin-3-yl)-1H-pyrazol-4-yl)pyrimidin-2-yl)amino)phenyl)-1,4-diazepane-1-carboxylate C(C)N1N=C(C(=C1)C1=NC(=NC=C1)NC1=CC=C(C=C1)N1CCN(CCC1)C(=O)OC(C)(C)C)C=1C=NC=CC1